CC1CN1 3-methylaziridine